trithiapentalene C1=CSS2=C1C=CS2